(1R,3aS,6aR)-N-((S)-1-cyano-2-((S)-2-oxopiperidin-3-yl)ethyl)-4,4-difluoro-2-(9-hydroxy-9H-fluorene-9-carbonyl)octahydrocyclopenta[c]pyrrole-1-carboxamide C(#N)[C@H](C[C@H]1C(NCCC1)=O)NC(=O)[C@@H]1N(C[C@@H]2[C@H]1CCC2(F)F)C(=O)C2(C1=CC=CC=C1C=1C=CC=CC21)O